methyl 2-pyrrolidin-3-ylpropanoate N1CC(CC1)C(C(=O)OC)C